tert-butyl 4-(3-fluoro-5-formylpyridin-2-yl)-2,3-dihydroindole-1-carboxylate FC=1C(=NC=C(C1)C=O)C1=C2CCN(C2=CC=C1)C(=O)OC(C)(C)C